C(C)C1=CC(=C(C=C1O)O)CC diethylresorcinol